6-((5-Cyanopyrazin-2-yl)amino)-4-((3-(5-fluoropyrimidin-2-yl)-2-methoxyphenyl)amino)-N-(methyl-d3)nicotinamide C(#N)C=1N=CC(=NC1)NC1=NC=C(C(=O)NC([2H])([2H])[2H])C(=C1)NC1=C(C(=CC=C1)C1=NC=C(C=N1)F)OC